ClC1=CC=C(C=C1)CN1C([C@H](CSC2=C1C=C(C(=C2)F)C=2N=NNN2)NC(OC(C)(C)C)=O)=O tert-butyl N-[(3R)-5-[(4-chlorophenyl)methyl]-8-fluoro-4-oxo-7-(2H-tetrazol-5-yl)-2,3-dihydro-1,5-benzothiazepin-3-yl]carbamate